3,4-dihydro-1,7-naphthyridin-2-one N1C(CCC2=CC=NC=C12)=O